ClC1=C(C=C(C=CC2=CC=C(C=C2)C2=CC=C(C=C2)C=CC2=CC(=C(C=C2)Cl)S(=O)(=O)O)C=C1)S(=O)(=O)O bis(4-chloro-3-sulfostyryl)biphenyl